C1(CCCC1)P(C1=C(SC(=C1P(C1CCCC1)C1CCCC1)C)C)C1CCCC1 3,4-bis(dicyclopentylphosphino)-2,5-dimethylthiophene